tert-Butyl (3R)-3-[(1S)-2-tert-butoxy-1-[[3-((cyclohexylmethyl) sulfonylamino)phenyl] methyl]-2-oxo-ethyl]pyrrolidine-1-carboxylate C(C)(C)(C)OC([C@@H](CC1=CC(=CC=C1)NS(=O)(=O)CC1CCCCC1)[C@@H]1CN(CC1)C(=O)OC(C)(C)C)=O